N-[7-isopropoxy-2-[1-(2-oxoethyl)-4-piperidinyl]imidazo[1,2-a]pyridin-6-yl]-6-(trifluoromethyl)pyridine-2-carboxamide C(C)(C)OC1=CC=2N(C=C1NC(=O)C1=NC(=CC=C1)C(F)(F)F)C=C(N2)C2CCN(CC2)CC=O